CN1CCOC2=C1C=CC(=C2C3=C(C=CC4=C3OCCN4C)P(C5=CC=CC=C5)C6=CC=CC=C6)P(C7=CC=CC=C7)C8=CC=CC=C8 (R)-7,7'-Bis(diphenylphosphino)-3,3',4,4'-tetrahydro-4,4'-dimethyl-8,8'-bi(2H-1,4-benzoxazine)